P(=O)([O-])([O-])[O-].[Mn](=O)(=O)(O)O.[Fe+2].[Li+] lithium iron manganate phosphate